benzyl 4-hydrazinopiperidine-1-carboxylate N(N)C1CCN(CC1)C(=O)OCC1=CC=CC=C1